IC1=C(C=NN1C)C=O 5-iodo-1-methyl-pyrazole-4-carbaldehyde